Isopropyl α-2-Pentenoyloxyisobutyrate C(C=CCC)(=O)OC(C(=O)OC(C)C)(C)C